4-chloro-6-methylpyrimidine ClC1=NC=NC(=C1)C